C(C)(C)(C)C1CCN(CC1)C(=O)NC1=CC(=C(C=C1)C=1C=NC(=CC1)C(F)F)C=1N=NNN1 4-(Tert-butyl)-N-(4-(6-(difluoromethyl)pyridin-3-yl)-3-(2H-tetrazol-5-yl)phenyl)piperidine-1-carboxamide